BrC=1C(=C(NC1C)C(=O)OCC)C1=CC=C(C=C1)F ethyl 4-bromo-3-(4-fluorophenyl)-5-methyl-1H-pyrrole-2-carboxylate